2-(methylthio)chloroethylammonium CSC(C[NH3+])Cl